4-[5-({1-[(tert-butoxy)carbonyl]azetidin-3-yl}oxy)pyrimidin-2-yl]-5-methylthiophene-2-carboxylic acid C(C)(C)(C)OC(=O)N1CC(C1)OC=1C=NC(=NC1)C=1C=C(SC1C)C(=O)O